methyl 6-(hydroxymethyl)nicotinate OCC1=NC=C(C(=O)OC)C=C1